4-(7-(2-amino-7-fluoro-benzo[d]thiazol-4-yl)-6-chloro-8-fluoro-2-((tetra-hydro-1H-pyrrolizin-7a(5H)-yl)methoxy)quinazolin-4-yl)-1,4-oxazepan-6-ol NC=1SC2=C(N1)C(=CC=C2F)C2=C(C=C1C(=NC(=NC1=C2F)OCC21CCCN1CCC2)N2CCOCC(C2)O)Cl